Cl.C1N(CC2=CC=CC=C12)C1=NC=CC(=N1)C(=N)N 2-(isoindolin-2-yl)pyrimidine-4-carboxamidine hydrochloride